N[C@H](C(=O)O)CC(=O)O (S)-2-aminosuccinic acid